3-iodo-imidazo[1,2-a]pyrazine IC1=CN=C2N1C=CN=C2